4-isopropyl-8-(2,3,5-trifluorophenyl)imidazo[1,5-a]pyrimidine-3-carboxylic acid ethyl ester C(C)OC(=O)C=1C=NC=2N(C1C(C)C)C=NC2C2=C(C(=CC(=C2)F)F)F